2-((3-chloro-4-fluorophenyl)(cyclobutylmethoxy)methyl)-5-methyl-4-(methylsulfonyl)-1H-imidazole ClC=1C=C(C=CC1F)C(C=1NC(=C(N1)S(=O)(=O)C)C)OCC1CCC1